Magnesium threonat O=C([C@@H](O)[C@H](O)CO)[O-].[Mg+2].O=C([C@@H](O)[C@H](O)CO)[O-]